N-(2-[(E)-(tert-butylimino)methyl]-4-{1-[(3,3,3-trifluoropropyl)carbamoyl]cyclobutyl}phenyl)-3-chlorobenzamide C(C)(C)(C)\N=C\C1=C(C=CC(=C1)C1(CCC1)C(NCCC(F)(F)F)=O)NC(C1=CC(=CC=C1)Cl)=O